C(C)(C)(C)OC(=O)N1CCC(CC1)N1C(N(C=2C=NC=CC21)C2=CC=C(C=C2)F)=O 4-(3-(4-fluorophenyl)-2-oxo-2,3-dihydro-1H-imidazo[4,5-c]pyridin-1-yl)piperidine-1-carboxylic acid tert-butyl ester